C(C)OC1=C(N(CCCCCC)CCCCCC)C=CC=C1 2-ethoxy-N,N-dihexylaniline